2-fluoro-N-[(1R,3S)-3-{[2-(trifluoromethyl)quinolin-4-yl]amino}cyclohexyl]benzamide FC1=C(C(=O)N[C@H]2C[C@H](CCC2)NC2=CC(=NC3=CC=CC=C23)C(F)(F)F)C=CC=C1